(2R,3R,4R,5S)-6-(prop-2-yn-1-ylamino)hexane-1,2,3,4,5-pentaol C(C#C)NC[C@@H]([C@H]([C@@H]([C@@H](CO)O)O)O)O